P(=O)(OC(CCCCCC)C)(OCC(CCCC)CC)[O-].[Ni+2].CC(CCCCCC)OP(=O)(OCC(CCCC)CC)[O-] nickel (1-methylheptyl) (2-ethylhexyl) phosphate